C1(CCCC1)N1C2=C(OCC1=O)C=CC(=C2)C(=O)NO 4-cyclopentyl-N-hydroxy-3-oxo-3,4-dihydro-2H-benzo[b][1,4]oxazine-6-carboxamide